2,2,2-trifluoro-1-(4-methylcarbonyloxyphenyl)ethanone FC(C(=O)C1=CC=C(C=C1)OC(=O)C)(F)F